FC=1C=C(C=NC1)CS (5-fluoropyridin-3-yl)methanethiol